3-(4-Cyano-3,5-difluorophenyl)-N-(4-ethyl-3-(pyridin-4-yl)-1H-pyrazol-5-yl)propanamide C(#N)C1=C(C=C(C=C1F)CCC(=O)NC1=C(C(=NN1)C1=CC=NC=C1)CC)F